ClC=1C(=C(C=CC1F)[C@@H](NC(=O)N1[C@@H](C(NCC1)=O)C)[C@@H]1C[C@H](C1)OC(F)F)F (2R)-N-((S)-(3-chloro-2,4-difluorophenyl)(trans-3-(difluoromethoxy)cyclobutyl)methyl)-2-methyl-3-oxopiperazine-1-carboxamide